CC1=NC=C(C=C1)N1C=NC(=C1C)C#CC1[C@H](N)[C@@H](O[C@@H](C(=O)O)C(C)(C)C)[C@H](O)[C@H](O1)CO 2-methyl-5-(5-methyl-4-((trimethylmuramyl)ethynyl)-1H-imidazol-1-yl)pyridine